tert-Butyl (S)-(1'-(6-((3,3-difluoro-2-oxo-2,3-dihydro-1H-pyrrolo[2,3-b]pyridin-4-yl)thio)-1,2,4-triazin-3-yl)-1,3-dihydrospiro[indene-2,4'-piperidin]-1-yl)carbamate FC1(C(NC2=NC=CC(=C21)SC2=CN=C(N=N2)N2CCC1(CC2)[C@@H](C2=CC=CC=C2C1)NC(OC(C)(C)C)=O)=O)F